1,3,5-Tris[(dimethylamino)ethyl]hexahydrotriazine CN(C)CCN1NN(CC(C1)CCN(C)C)CCN(C)C